NC1=NSC2=C1C=CC=C2 3-AMINOBENZOISOTHIAZOLE